4-[(1S,4S)-4-[(2-{3-[(4-methanesulfonyl-2-methoxyphenyl)amino]prop-1-yn-1-yl}-1-(2,2,2-trifluoroethyl)-1H-indol-4-yl)amino]cyclohexyl]-1λ4-thiomorpholin-1-one CS(=O)(=O)C1=CC(=C(C=C1)NCC#CC=1N(C2=CC=CC(=C2C1)NC1CCC(CC1)N1CCS(CC1)=O)CC(F)(F)F)OC